5-(cyclopropylmethoxy)-N-(cyclopropylmethyl)-2-methyl-2H-indazole-3-carboxamide C1(CC1)COC1=CC2=C(N(N=C2C=C1)C)C(=O)NCC1CC1